ClC=1C=C(C=CC1)C(C(=O)O)(C)F 2-(3-Chlorophenyl)-2-fluoro-propionic acid